2-((1S,2S)-2-(4-(2,2-difluoroethoxy)phenyl)cyclopropyl)-4,4,5,5-tetramethyl-1,3,2-dioxaborolane FC(COC1=CC=C(C=C1)[C@@H]1[C@H](C1)B1OC(C(O1)(C)C)(C)C)F